1-((R)-4-((3R,5R,8R,9S,10S,13R,14S,17R)-3-hydroxy-10,13-dimethyl-hexadecahydro-1H-cyclopenta[a]phenanthren-17-yl)pentanoyl)pyrrolidine-2-carboxylic acid O[C@@H]1CC[C@@]2([C@H]3CC[C@@]4([C@H](CC[C@H]4[C@@H]3CC[C@@H]2C1)[C@@H](CCC(=O)N1C(CCC1)C(=O)O)C)C)C